N1C(=NC=C1)C(=O)O 2-imidazole-formic acid